ClC1=CC=C(C=C1)NN 2-p-chlorophenylhydrazine